5-chloro-2-[2-(2-ethoxyphenyl)-7-[[(2S)-pyrrolidin-2-yl]methyl]spiro[6,8-dihydro-1,7-naphthyridine-5,4'-piperidine]-1'-yl]benzonitrile ClC=1C=CC(=C(C#N)C1)N1CCC2(CC1)C=1C=CC(=NC1CN(C2)C[C@H]2NCCC2)C2=C(C=CC=C2)OCC